C1=CN(C(=S)NC1=O)[C@H]2[C@@H]([C@@H]([C@H](O2)CO)O)O The molecule is a thiouridine in which the oxygen replaced by sulfur is that at C-2. It is a thiouridine and a nucleoside analogue.